(3-((6-(4-hydroxyphenyl)-1H-indazol-4-yl)oxy)cyclobutyl)acrylamide OC1=CC=C(C=C1)C1=CC(=C2C=NNC2=C1)OC1CC(C1)C(C(=O)N)=C